2'-O-methyl cytidine-3'-phosphate P(=O)(O)(O)O[C@H]1[C@H]([C@@H](O[C@@H]1CO)N1C(=O)N=C(N)C=C1)OC